FC=1C=C(C=C(C1C=O)F)S(=O)(=O)N(C)CC1=CC=C(C=C1)OC 3,5-difluoro-4-formyl-N-(4-methoxybenzyl)-N-methylbenzenesulfonamide